C(C)N1CCN(CCN(CCN(CCN(CCN(CC1)CC)CC)CC)CC)CC 1,4,7,10,13,16-hexaethyl-1,4,7,10,13,16-hexaazacyclooctadecane